CN1N=CC(=C1)C=1N=C(C=2N(C1)N=CC2)OC2CN(C2)C(C=C)=O 1-(3-((6-(1-methyl-1H-pyrazol-4-yl)pyrazolo[1,5-a]pyrazin-4-yl)oxy)azetidin-1-yl)prop-2-en-1-one